3-Ethoxy-3,7-Dimethyl-1,6-Octadien C(C)OC(C=C)(CCC=C(C)C)C